ClC=1N(N=C2C1N=NN(C2=O)[C@H]2C[C@H](OCC2)C)CC2=C(C=CC=C2)F 7-chloro-6-(2-fluorobenzyl)-3-((2R,4R)-2-methyltetrahydro-2H-pyran-4-yl)-3,6-dihydro-4H-pyrazolo[4,3-d][1,2,3]triazin-4-one